N,N-diethyl-2-(4-methoxy-5-methyl-1H-indol-3-yl)ethan-1-amine C(C)N(CCC1=CNC2=CC=C(C(=C12)OC)C)CC